O1[C@@H]2[C@H](NCC1)CN(CC2)CC(C(=O)OC(C)(C)C)(C)C (cis)-tert-butyl 3-(hexahydro-2H-pyrido[4,3-b][1,4]oxazin-6(7H)-yl)-2,2-dimethylpropanoate